(R)-4-(1-((4-hydroxy-1-(3-phenylbutyryl)piperidin-4-yl)methyl)-6-oxo-4-phenyl-1,6-dihydropyridine-3-carbonyl)piperazine-1-carboxylic acid tert-butyl ester C(C)(C)(C)OC(=O)N1CCN(CC1)C(=O)C1=CN(C(C=C1C1=CC=CC=C1)=O)CC1(CCN(CC1)C(C[C@@H](C)C1=CC=CC=C1)=O)O